di(2-methylallyl) phthalate C(C=1C(C(=O)OCC(=C)C)=CC=CC1)(=O)OCC(=C)C